benzyl (S)-5-oxopiperidine-2-carboxylate O=C1CC[C@H](NC1)C(=O)OCC1=CC=CC=C1